C[C@H]1N([C@@H](CN(C1)C)C)C(=O)OC=1C=C2C(=NC=NC2=CC1OC)C=1C(=NN(C1)C)C1=CC=CC=C1 7-methoxy-4-(1-methyl-3-phenyl-1H-pyrazol-4-yl)quinazolin-6-yl (2R,6R)-2,4,6-trimethylpiperazine-1-carboxylate